5-(pyridin-4-yl)-1,3,4-oxadiazole-2(3H)-thione N1=CC=C(C=C1)C1=NNC(O1)=S